(S)-1-cyano-N-(1-(2-cyano-5-cyclopropylphenyl)-1H-imidazol-4-yl)pyrrolidine-3-carboxamide C(#N)N1C[C@H](CC1)C(=O)NC=1N=CN(C1)C1=C(C=CC(=C1)C1CC1)C#N